C1(=CC=CC=C1)NC=1C=C(C=CC1)C=1C=C2C=NC=NC2=C(C1)C=1C=C(C=CC1)NC(C=C)=O N-(3-(6-(3-(phenylamino)phenyl)quinazolin-8-yl)-phenyl)acrylamide